C1(=CC=CC=2OC3=C(C21)C=CC=C3)C3=NC(=NC(=N3)C3=CC=CC=C3)C3=CC=CC=C3 2-dibenzofuran-1-yl-4,6-diphenyl-1,3,5-triazine